1-(cyclobutyl-methyl)-8-dimethylamino-3-[(4-hydroxyphenyl)-methyl]-8-phenyl-1,3-diazaspiro[4.5]decan-2-one C1(CCC1)CN1C(N(CC12CCC(CC2)(C2=CC=CC=C2)N(C)C)CC2=CC=C(C=C2)O)=O